C1OCC12CC(C2)OC=2C=CC(=NC2CN(C)C)NC=2C=CC(=C1CNC(C21)=O)C2=CN=C1N2C=CC(=C1)F 7-((5-((2-oxaspiro[3.3]heptan-6-yl)oxy)-6-((dimethylamino)methyl)pyridin-2-yl)amino)-4-(7-fluoroimidazo[1,2-a]pyridin-3-yl)isoindolin-1-one